CC1(CNC1)C#N 3-methylazetidine-3-carbonitrile